FC1=C(C=CC(=C1)C#CC1=CC=C(C=C1)OC)C(=O)N1C[C@@H](CCC1)O (R)-(2-fluoro-4-((4-methoxyphenyl)ethynyl)phenyl)(3-hydroxypiperidin-1-yl)methanone